FC=1C=C(C(=O)NCCC2=CC=C(C=C2)N2CCCC2)C=C(C1O)C=O 3-fluoro-5-formyl-4-hydroxy-N-(4-(pyrrolidin-1-yl)phenethyl)benzamide